N(N)C(=O)OCCSSCCOC([C@H](NC(OC(C)(C)C)=O)CC1=CN(C2=CC=CC=C12)C)=O (R)-13,13-dimethyl-9-((1-methyl-1H-indol-3-yl)methyl)-8,11-dioxo-7,12-dioxa-3,4-dithia-10-azatetradecyl hydrazinecarboxylate